FC1=CC=C2C(=C1)CN(C(C21CCN(CC1)C1CCC(CC1)C(C)C)=O)CCNNS(=O)(=O)N N-(2-(7-fluoro-1'-((1s,4s)-4-isopropyl-cyclohexyl)-3-oxo-1H-spiro[isoquinoline-4,4'-piperidin]-2(3H)-yl)ethyl)amino-sulfamide